CCCCCCCCCCC[C@H](CC(=O)O[C@@H]1[C@H]([C@H](O[C@@H]([C@H]1O)CO)OP(=O)(O)OP(=O)(O)OC[C@@H]2[C@H]([C@H]([C@@H](O2)N3C=CC(=O)NC3=O)O)O)NC(=O)C)O The molecule is a UDP-amino sugar having 3-O-[(3R)-3-hydroxytetradecanoyl]-N-acetyl-alpha-glucosamine as the amino sugar component. It derives from an UDP-alpha-D-glucosamine. It is a conjugate acid of an UDP-3-O-[(3R)-3-hydroxytetradecanoyl]-N-acetylglucosamine(2-).